BrC1=C2C=NC(=NC2=CC=C1)OCCOC 5-bromo-2-(2-methoxyethoxy)quinazoline